2-(methoxymethylene)-7-azaspiro[3.5]nonane-7-carboxylic acid tert-butyl ester C(C)(C)(C)OC(=O)N1CCC2(CC(C2)=COC)CC1